FC(C(=O)O)(F)F.FC(C(=O)O)(F)F.CC1=CC2=C(SC=C2C#N)C=C1 5-methylbenzo[b]thiophene-3-carbonitrile ditrifluoroacetate